2-methyl-4H-selenochromen CC=1[Se]C2=CC=CC=C2CC1